2-chloro-6-methyl-N-((6'-oxo-1',6'-dihydro-[2,2'-bipyridin]-5-yl)methyl)benzamide ClC1=C(C(=O)NCC=2C=CC(=NC2)C=2NC(C=CC2)=O)C(=CC=C1)C